C(C)(C)[C@@H]1CCC2=C(C=3N1C=C(C(C3)=O)C(=O)O)N=C(C(=C2)OCCCOC)OC (S)-7-isopropyl-2-methoxy-3-(3-methoxypropoxy)-11-oxo-5,6,7,11-tetrahydrodipyrido[1,2-a:2',3'-c]azepine-10-carboxylic acid